N-{2-(4-chlorophenoxy)pyridin-4-yl}acrylamide ClC1=CC=C(OC2=NC=CC(=C2)NC(C=C)=O)C=C1